(2S)-1-[2-[4-[(7-methoxy-3-quinolyl)-methyl-amino]-1-piperidyl]acetyl]pyrrolidine-2-carbonitrile COC1=CC=C2C=C(C=NC2=C1)N(C1CCN(CC1)CC(=O)N1[C@@H](CCC1)C#N)C